1-[7-(3,4-dimethoxyphenyl)-1-hydroxy-2,3,1-benzodiazaborinin-2-yl]ethanone COC=1C=C(C=CC1OC)C1=CC2=C(C=NN(B2O)C(C)=O)C=C1